1,2,3,4,5,6-hexamethoxy-1,2,3,4,5,6-hexamethylcyclohexasilane CO[Si]1([Si]([Si]([Si]([Si]([Si]1(C)OC)(C)OC)(C)OC)(C)OC)(C)OC)C